(R)-N-(2-chloro-4-fluoro-3-((5-fluoro-3-methyl-4-oxo-3,4-dihydroquinazolin-6-yl)amino)phenyl)-3-fluoropyrrolidine ClC1=C(C=CC(=C1NC=1C(=C2C(N(C=NC2=CC1)C)=O)F)F)N1C[C@@H](CC1)F